5-((6-cyclopropylimidazo[1,2-a]pyridin-2-yl)methoxy)pyridazin-3-amine C1(CC1)C=1C=CC=2N(C1)C=C(N2)COC=2C=C(N=NC2)N